Isotridecyl Acrylate C(C=C)(=O)OCCCCCCCCCCC(C)C